4-(phenylsulfanyl)phenyldiphenylsulfonium C1(=CC=CC=C1)SC1=CC=C(C=C1)[S+](C1=CC=CC=C1)C1=CC=CC=C1